O=C1N(CCC(N1)=O)C1=C(CN(CCN(C2=C(C=C(C(=C2)OC)NC2=NC=CC(=N2)C2=CN(C3=CC=CC=C23)C)NC(C=C)=O)C)C)C=CC=C1 N-(2-((2-((2-(2,4-dioxotetrahydropyrimidin-1(2H)-yl)benzyl)(methyl)amino)ethyl)(methyl)amino)-4-methoxy-5-((4-(1-methyl-1H-indol-3-yl)pyrimidin-2-yl)amino)phenyl)acrylamide